OC[C@H]1N(C/C(/C1)=N/OC)C(=O)C1=C(C=C(C=C1)C1=C(C(=CC=C1)C)C)C (S,E)-(2-(Hydroxymethyl)-4-(methoxyimino)pyrrolidin-1-yl)(3-methyl-2',3'-dimethyl-[1,1'-biphenyl]-4-yl)methanone